CC1=NOC(=C1C1=CC=C2C=3N(C(COC31)C3=C(OCC(=O)NCCO)C=CC=C3)C(N2)=O)C 2-{2-[7-(3,5-Dimethylisoxazol-4-yl)-2-oxo-1,2,4,5-tetrahydroimidazo[1,5,4-de][1,4]benzoxazin-4-yl]phenoxy}-N-(2-hydroxyethyl)acetamide